4-[[5-[(5-chloro-3-fluoro-2-pyridyl)amino]-4-methyl-3-pyridyl]methyl]-3-fluoro-N-(methylsulfamoyl)pyridin-2-amine ClC=1C=C(C(=NC1)NC=1C(=C(C=NC1)CC1=C(C(=NC=C1)NS(NC)(=O)=O)F)C)F